C1N(CC12CCNCC2)C2=NC=CC(=N2)COC2=CC=C(C=C2)C(C)(C)C2=CC=C(OC1CC(C1)NC=1C=C3CN(CC3=CC1)C1C(NC(CC1)=O)=O)C=C2 5-(((1s,3s)-3-(4-(2-(4-((2-(2,7-diazaspiro[3.5]non-2-yl)pyrimidine-4-yl)methoxy)phenyl)propan-2-yl)phenoxy)cyclobutyl)amino)-2-(2,6-dioxopiperidin-3-yl)isoindoline